2-((6-((4-chloro-2-fluorobenzyl)oxy)-3',6'-dihydro-[2,4'-bipyridin]-1'(2'H)-yl)methyl)-7-fluoro-1-(oxetan-2-ylmethyl)-1H-benzo[d]imidazole-6-carboxylic acid ClC1=CC(=C(COC2=CC=CC(=N2)C=2CCN(CC2)CC2=NC3=C(N2CC2OCC2)C(=C(C=C3)C(=O)O)F)C=C1)F